NCC(CN)O 1,3-Diamino-2-hydroxypropan